NC1=NN2C(C=C(C=C2)C=2C=NC(=NC2)COC2CCCC2)=C1 (1S,2S)-2-((5-(2-aminopyrazolo[1,5-a]pyridin-5-yl)pyrimidine-2-yl)methoxy)cyclopentane